diethylimidazolinium C(C)[N+]1(C=NCC1)CC